COCN1N=C(N=C1)C1=C(C=CC=C1)CN1CC2(CN(C2)C(=O)OC(C)(C)C)C1 tert-butyl 6-[[2-[1-(methoxymethyl)-1,2,4-triazol-3-yl]phenyl]methyl]-2,6-diazaspiro[3.3]heptane-2-carboxylate